CCCCCCCCCCCCCCCCCCCCC(=O)N[C@@H](COP(=O)([O-])OCC[N+](C)(C)C)[C@@H](/C=C/CCCCCCCCCC(C)C)O The molecule is an N-acyl-15-methylhexadecasphing-4-enine-1-phosphocholine in which the acyl group has 21 carbons and 0 double bonds. It derives from a 15-methylhexadecasphing-4-enine.